C(C)(C)(C)OC(=O)N1C[C@H](CCC1)NC1=NC(=NC=C1F)C1=CN(C2=NC=C(C=C21)F)S(=O)(=O)CC2=CC=CC=C2 (S)-3-((5-fluoro-2-(5-fluoro-1-toluenesulfonyl-1H-pyrrolo[2,3-b]pyridin-3-yl)pyrimidin-4-yl)amino)piperidine-1-carboxylic acid tert-butyl ester